trans-4-((4-(1-Isopropyl-1H-pyrazol-4-yl)pyridin-2-yl)((trans-4-(5-methoxy-6-methylpyridin-2-yl)cyclohexyl)methyl)carbamoyl)cyclohexyl 3-ethylazetidine-1-carboxylate C(C)C1CN(C1)C(=O)O[C@@H]1CC[C@H](CC1)C(N(C[C@@H]1CC[C@H](CC1)C1=NC(=C(C=C1)OC)C)C1=NC=CC(=C1)C=1C=NN(C1)C(C)C)=O